(S)-3-(benzo[d][1,3]dioxol-4-yloxy)-3-(5-bromothiophen-2-yl)-N-methylpropan-1-amine O1COC2=C1C=CC=C2O[C@@H](CCNC)C=2SC(=CC2)Br